NC1=NC=C(C=N1)C#CC=1C=C(C(=O)N[C@H](CO)CC2=CC=C(C=C2)OC)C=CC1OC(F)F 3-[(2-aminopyrimidin-5-yl)ethynyl]-4-(difluoromethoxy)-N-[(2S)-1-hydroxy-3-(4-methoxyphenyl)propan-2-yl]benzamide